BrC1=CC=C2C(C(=CN(C2=C1)C)CN([C@@H]1CN(CCC1)C=1C=NC(=CC1)[N+](=O)[O-])CC1=CC(=NC=C1)C)=O 7-bromo-1-methyl-3-({[(2-methylpyridin-4-yl)methyl][(3S)-1-(6-nitropyridin-3-yl)piperidin-3-yl]amino}methyl)-1,4-dihydroquinolin-4-one